(Z)-Cyclohexadec-5-enon C1(CCC\C=C/CCCCCCCCCC1)=O